tert-Butyl (S)-3-methyl-4-(3-(trifluoromethyl)phenyl)piperazine-1-carboxylate C[C@H]1CN(CCN1C1=CC(=CC=C1)C(F)(F)F)C(=O)OC(C)(C)C